C[NH+](C1=CC=CC=C1)C1=CC=CC=C1 Methyl-diphenylammonium